C(#N)C=P(C1=CC=CC=C1)(C1=CC=CC=C1)C1=CC=CC=C1 cyanomethylenetriphenylphosphine